N,N'-bis-salicylidene-1,2-diaminopropane C(C=1C(O)=CC=CC1)=NCC(C)N=CC=1C(O)=CC=CC1